(S)-1-(2-ethoxy-5-(trifluoromethyl)benzyl)-3-methylpiperazine difumarate C(\C=C\C(=O)O)(=O)O.C(\C=C\C(=O)O)(=O)O.C(C)OC1=C(CN2C[C@@H](NCC2)C)C=C(C=C1)C(F)(F)F